(R)-1-(3-((6-((1-ethyl-1H-pyrazol-4-yl)amino)-1H-pyrazolo[3,4-d]pyrimidin-4-yl)thio)piperidin-1-yl)prop-2-en-1-one C(C)N1N=CC(=C1)NC1=NC(=C2C(=N1)NN=C2)S[C@H]2CN(CCC2)C(C=C)=O